C1=CCCOS1(=O)=O ButeneSultone